[C@H](C)(CC)NS(=O)(=O)C1=CC=C(C=C1)NC([C@H](CC1=CC=CC=C1)NC(C1=CC=C(C=C1)F)=O)=O N-((S)-1-((4-(N-((S)-sec-butyl)sulfamoyl)phenyl)amino)-1-oxo-3-phenylpropan-2-yl)-4-fluorobenzamide